C1(C=CC=C1)[Ti](C1=C(C(=CC=C1F)CCN1C=C2CCCCC2=C1)F)(C1=C(C(=CC=C1F)CCN1C=C2CCCCC2=C1)F)C1C=CC=C1 di(cyclopentadienyl)-bis[2,6-difluoro-3-(2-(4,5,6,7-tetrahydro-isoindol-2-yl)ethyl)phenyl]titanium